N-{1-[3-(2-hydroxypropan-2-yl)phenyl]cyclopropyl}-1-methyl-6-(1H-pyrazol-4-yl)pyrrolo[2,3-b]pyridine-2-carboxamide OC(C)(C)C=1C=C(C=CC1)C1(CC1)NC(=O)C1=CC=2C(=NC(=CC2)C=2C=NNC2)N1C